(1S,4R)-4-(2-(((2S,4R)-1-((S)-2-acetamido-3,3-dimethylbutanoyl)-4-hydroxypyrrolidine-2-carboxamido)methyl)-5-(4-methylthiazol-5-yl)phenoxy)cyclohexane C(C)(=O)N[C@H](C(=O)N1[C@@H](C[C@H](C1)O)C(=O)NCC1=C(OC2CCCCC2)C=C(C=C1)C1=C(N=CS1)C)C(C)(C)C